NC=1N=C(C2=C(N1)C(=CS2)Br)C=2N=NN(C2)CC2=CC=CC(=N2)C(C#N)(C)C 2-(6-((4-(2-amino-7-bromothieno[3,2-d]pyrimidin-4-yl)-1H-1,2,3-triazol-1-yl)methyl)pyridin-2-yl)-2-methylpropanenitrile